5-bromo-2-methyl-thiazolo[5,4-b]pyridine BrC1=CC=C2C(=N1)SC(=N2)C